4-(3-(4-amino-5-fluoro-2-hydroxy-3-nitrophenyl)-3-oxoprop-1-en-1-yl)-1-methylpyridin-2(1H)-one NC1=C(C(=C(C=C1F)C(C=CC1=CC(N(C=C1)C)=O)=O)O)[N+](=O)[O-]